S1C(=CC=C1)CN(C(=O)OC=1C=CC=NC1)CC=1SC=CC1 5-[bis(thienylmethyl)aminocarbonyloxy]pyridine